[Nb].[Fe] Iron-niobium